2-[2-bromoimidazo[2,1-b][1,3,4]thiadiazol-5-yl]-4-methoxypyrazolo[1,5-a]pyridine BrC1=NN2C(S1)=NC=C2C2=NN1C(C(=CC=C1)OC)=C2